9-(2-chloro-4-phenoxybenzoyl)-2-(methoxymethyl)-2,4-dimethyl-1,2,4,7-tetrahydro-3H-pyrrolo[3',2':5,6]pyrido[3,4-b]pyrazin-3-one ClC1=C(C(=O)C2=CNC3=C2C2=C(N(C(C(N2)(C)COC)=O)C)C=N3)C=CC(=C1)OC1=CC=CC=C1